Methyl 6-chloro-1-(3-(difluoromethoxy)phenyl)-2-oxo-2,3-dihydro-1H-benzo[d]imidazole-5-carboxylate ClC=1C(=CC2=C(N(C(N2)=O)C2=CC(=CC=C2)OC(F)F)C1)C(=O)OC